(N-[4-amino-5-(3,4-dichlorobenzoyl)thiazol-2-yl]-4-fluoro-anilino)propanamide NC=1N=C(SC1C(C1=CC(=C(C=C1)Cl)Cl)=O)N(C1=CC=C(C=C1)F)C(C(=O)N)C